C1(CC1)N1N=CC(=C1)NC1=NC=C(C(=N1)C1=CC(=C(C=C1)O)F)C 4-(2-((1-Cyclopropyl-1H-pyrazol-4-yl)amino)-5-methylpyrimidin-4-yl)-2-fluorophenol